C1=CC=CC=2C3=CC=CC=C3C(C12)COC(=O)NCCCC(C(=O)O)CCCNC(=O)OCC1C2=CC=CC=C2C=2C=CC=CC12 5-((((9H-fluoren-9-yl)methoxy)carbonyl)amino)-2-(3-((((9H-fluoren-9-yl)methoxy)carbonyl)amino)propyl)pentanoic acid